2-{4-[3-(3-chlorodibenzo[b,f]azepin-5-yl)-propyl]-piperazin-1-yl}-ethanol ClC=1C=CC2=C(N(C3=C(C=C2)C=CC=C3)CCCN3CCN(CC3)CCO)C1